trans-benzyl 3-amino-4-fluoropyrrolidine-1-carboxylate N[C@@H]1CN(C[C@H]1F)C(=O)OCC1=CC=CC=C1